CCCC1C(C)O1 4,5-epoxyhexane